(2S,3S,4R,5R)-5-(6-(benzylamino)-2-(5-chloropyridin-3-yl)-9H-purin-9-yl)-3,4-dihydroxyl-N-(2,2,2-trifluoroethyl)tetrahydrofuran-2-carboxamide C(C1=CC=CC=C1)NC1=C2N=CN(C2=NC(=N1)C=1C=NC=C(C1)Cl)[C@H]1[C@@H]([C@@H]([C@H](O1)C(=O)NCC(F)(F)F)O)O